(3S,5S)-6'-bromo-5,7'-dimethyl-3',4'-dihydro-1'H-spiro[pyrrolidine-3,2'-[1,8]naphthyridine]-1-carboxylic acid tert-butyl ester C(C)(C)(C)OC(=O)N1C[C@@]2(NC3=NC(=C(C=C3CC2)Br)C)C[C@@H]1C